[Se].[As] arsenic-selenium